OCCCCC=1C=C2C(=NC=NN2C1)C1=CC(=C(C=C1)CNC(OC(C)(C)C)=O)C tert-butyl N-[[4-[6-(4-hydroxybutyl)pyrrolo[2,1-f][1,2,4]triazin-4-yl]-2-methyl-phenyl]methyl]carbamate